9,10-anthraquinone-1-sulfonic acid C1(=CC=CC=2C(C3=CC=CC=C3C(C12)=O)=O)S(=O)(=O)O